benzyl (1-(4-(4-fluorobutyl)-2,5-dimethoxyphenyl)butan-2-yl)carbamate FCCCCC1=CC(=C(C=C1OC)CC(CC)NC(OCC1=CC=CC=C1)=O)OC